C1=CC=CC=C1C(=O)OOC(C)(C)C tert.-butyl perbenzoate